4-(4-Fluorobenzyl)-7-(3,5-difluorobenzyl)-2,4,6,7,8,9-hexahydroimidazo[1,2-a]pyrido[3,4-e]pyrimidin-5(1H)-one FC1=CC=C(CN2C=3N(C4=C(C2=O)CN(CC4)CC4=CC(=CC(=C4)F)F)CCN3)C=C1